ClC1=NC(=CC(=C1)C=1C(=NN2C1N=C(C=C2)C(=O)NC2COC2)C2=CC(=CC=C2)C#N)C 3-(2-Chloro-6-methyl-4-pyridyl)-2-(3-cyanophenyl)-N-(oxetan-3-yl)pyrazolo[1,5-a]pyrimidine-5-carboxamide